N-methyl-5-(3-{2-(trifluoromethyl)-4-[5-(trifluoromethyl)-1,2,4-oxadiazol-3-yl]phenoxy}propyl)isoxazole-3-carboxamide CNC(=O)C1=NOC(=C1)CCCOC1=C(C=C(C=C1)C1=NOC(=N1)C(F)(F)F)C(F)(F)F